3,6-dideoxy-D-xylopyranose C[C@@H]1[C@@H](C[C@H](C(O1)O)O)O